(R)-5-((E)-2-pyrrolidin-3-ylvinyl)pyrimidine hemigalactarate monohydrate O.O=C([C@H](O)[C@@H](O)[C@@H](O)[C@H](O)C(=O)O)O.N1C[C@H](CC1)/C=C/C=1C=NC=NC1.N1C[C@H](CC1)/C=C/C=1C=NC=NC1.O